dihydroxy-5-(1-methylethyl)-3-phenyl-4-[(phenylamino)carbonyl]-1H-pyrrole-1-heptanoic acid calcium salt [Ca+2].OC(C(=O)[O-])CCCCCN1C(=C(C(=C1C(C)C)C(=O)NC1=CC=CC=C1)C1=CC=CC=C1)O.OC(C(=O)[O-])CCCCCN1C(=C(C(=C1C(C)C)C(=O)NC1=CC=CC=C1)C1=CC=CC=C1)O